(4-(dimethylamino)phenyl)-N-(2-(4-methylpiperazin-1-yl)ethyl)-5-phenyloxazole-4-carboxamide CN(C1=CC=C(C=C1)C=1OC(=C(N1)C(=O)NCCN1CCN(CC1)C)C1=CC=CC=C1)C